(1r,4r)-2'-{2-benzyl-3-[(thieno[3,2-b]pyridin-7-yl)oxy]propyl}-4-(3-chloroanilino)spiro[cyclohexane-1,1'-indene]-4-carboxylic acid C(C1=CC=CC=C1)C(CC=1C2(C3=CC=CC=C3C1)CCC(CC2)(C(=O)O)NC2=CC(=CC=C2)Cl)COC2=C1C(=NC=C2)C=CS1